6,7-dihydro-5H-benzo[7]annulene-3-thiocarboxamide C1=CC(=CC2=C1C=CCCC2)C(N)=S